2'-[2-[[5-(1-Ethylpyrrolidin-3-yl)pyridin-2-yl]amino]-5-fluoropyrimidin-4-yl]-3',5'-dimethylspiro[cyclopropane-1,6'-thieno[2,3-c]pyrrole]-4'-one C(C)N1CC(CC1)C=1C=CC(=NC1)NC1=NC=C(C(=N1)C1=C(C2=C(C3(N(C2=O)C)CC3)S1)C)F